Trifluoromethanesulfonic acid 2-(5-(((tert-butyldiphenylsilyl) oxy) methyl)-1,4-dioxan-2-yl)-2,2-difluoroethyl ester [Si](C1=CC=CC=C1)(C1=CC=CC=C1)(C(C)(C)C)OCC1OCC(OC1)C(COS(=O)(=O)C(F)(F)F)(F)F